ethyl 4-[(3-amino-4-methyl-phenyl)carbamoyl]benzoate NC=1C=C(C=CC1C)NC(=O)C1=CC=C(C(=O)OCC)C=C1